ClC1=NC=2N(C(=C1)NCC=1N=C3N(C=C(C(=C3)C(F)(F)F)C)C1)N=CC2C2CC2 5-chloro-3-cyclopropyl-N-((6-methyl-7-(trifluoromethyl)imidazo[1,2-a]pyridin-2-yl)methyl)pyrazolo[1,5-a]pyrimidin-7-amine